N,N'-diphenyloxycarbonyl-N,N'-diisopropyloxyhydrazine C1(=CC=CC=C1)OC(=O)N(N(OC(C)C)C(=O)OC1=CC=CC=C1)OC(C)C